COC(CN(C)C1=NC2=CC=C(C=C2C(=C1)C1=CC=CC=C1)I)=O N-(6-iodo-4-phenylquinolin-2-yl)-N-methylglycine methyl ester